FC(C1=NN=C(O1)C1=CC(=C(C=C1)CN(S(=O)(=O)N1CCSCC1)C1=CC(=CC=C1)OC)F)F N-[[4-[5-(difluoromethyl)-1,3,4-oxadiazol-2-yl]-2-fluoro-phenyl]methyl]-N-(3-methoxyphenyl)thiomorpholin-4-sulfonamide